ClC1=C(C=C(CNC2=C3N=CN(C3=NC=N2)[C@H]2[C@@H](O)[C@H](O)[C@H](O2)CO)C=C1)C(F)(F)F 6-(4-Chloro-3-(trifluoromethyl)benzylamino)-9-β-D-arabinofuranosylpurin